C12(CC1)CN(C1=C(O2)C=CC=C1)C(=O)C=1C=C(C(=C(C#N)C1)O)I 5-(3,4-dihydrospiro[benzo[b][1,4]oxazine-2,1'-cyclopropane]-4-carbonyl)-2-hydroxy-3-iodobenzonitrile